N1-(1-(3-(pyrrolo[2,3-c]pyridinyl)propanoyl)piperidin-4-yl)-2-aminopentanediamide N1C(=CC=2C1=CN=CC2)CCC(=O)N2CCC(CC2)NC(C(CCC(=O)N)N)=O